COC(=O)C1=CC=C2NC(C=3N(C2=C1)C=CC3)=O 4-oxo-4,5-dihydropyrrolo[1,2-a]quinoxaline-8-carboxylic acid methyl ester